OCCC1=C(C=C(C(=C1)N)C)N 1-β-hydroxyethyl-2,5-diamino-4-methyl-benzene